FC1=C(C(=CC=C1)OC)C=1N=C2C=3C=C(C=NC3C=CN2C1C)C=1C=NN(C1)[C@@H]1CN(CC1)C(CO)=O (S)-1-(3-(4-(2-(2-Fluoro-6-methoxyphenyl)-3-methylimidazo[2,1-f][1,6]naphthyridin-9-yl)-1H-pyrazol-1-yl)pyrrolidin-1-yl)-2-hydroxyethan-1-one